[C@@H]12CN(C[C@H]2NC1)C1=NC=CC(=N1)NC=1C=C2C=NNC2=CC1 N-(2-((1S,5S)-3,6-diazabicyclo[3.2.0]hept-3-yl)pyrimidin-4-yl)-1H-indazol-5-amine